4-[4-(2-hydroxypropan-2-yl)-2-(2,2,2-trifluoroethoxy)phenyl]-6-methyl-2-[4-(2,2,2-trifluoroethoxy)phenyl]-2,3-dihydro-1H-pyrrolo[3,4-c]pyridin-1-one OC(C)(C)C1=CC(=C(C=C1)C1=NC(=CC2=C1CN(C2=O)C2=CC=C(C=C2)OCC(F)(F)F)C)OCC(F)(F)F